methyl 2-chloro-6-((5-methyl-1H-pyrazol-3-yl)amino)pyrimidine-4-carboxylate ClC1=NC(=CC(=N1)C(=O)OC)NC1=NNC(=C1)C